Br.OC1=CC=C(C=C1)CCNC(CC)=O 2-(4-hydroxyphenyl)ethylaminopropan-1-one hydrobromide